sodium 4-(((2S,4R)-1-([1,1'-biphenyl]-4-yl)-5-ethoxy-4-methyl-5-oxopentan-2-yl) amino)-4-oxobutyrate C1(=CC=C(C=C1)C[C@H](C[C@H](C(=O)OCC)C)NC(CCC(=O)[O-])=O)C1=CC=CC=C1.[Na+]